(R)-1-(3,3-difluoro-4-((6-fluoro-5-(1-(3-fluoropropyl)-1H-benzo[d][1,2,3]triazol-6-yl)-4-methoxypyrrolo[2,1-f][1,2,4]triazin-2-yl)amino)piperidin-1-yl)ethan-1-one FC1(CN(CC[C@H]1NC1=NN2C(C(=N1)OC)=C(C(=C2)F)C=2C=CC1=C(N(N=N1)CCCF)C2)C(C)=O)F